ClC1=C(C(=C(N)C=C1)F)F 4-chloro-2,3-difluoro-aniline